5-bromo-2-ethyl-6-methylpyrazolo[1,5-a]pyridine BrC1=CC=2N(C=C1C)N=C(C2)CC